C(C)(C)(C)NS(=O)(=O)C=1C=C(C=CC1C1=CN=C(S1)C1=CC=C(C=C1)[N+](=O)[O-])NC(CCCCl)=O N-[3-(tert-butylsulfamoyl)-4-[2-(4-nitrophenyl)thiazol-5-yl]phenyl]-4-chloro-butanamide